C(C)(C)(C)C1=C(C(=CC=C1)C(C)(C)C)O 2,6-Di-tert-butylphenol